[4-[(R)-(3-cyclopropyl-1,2,4-oxadiazol-5-yl)-(4-fluorophenyl)methyl]-1-piperidyl]-[6-(3-cyclopropyl-1,2,4-triazol-1-yl)-2-azaspiro[3.3]heptan-2-yl]methanone C1(CC1)C1=NOC(=N1)[C@H](C1CCN(CC1)C(=O)N1CC2(C1)CC(C2)N2N=C(N=C2)C2CC2)C2=CC=C(C=C2)F